C[Hf](C=1C(C2=CC(=C(C=C2C1)C)C)CCCCC)(C1(C(=C(C(=C1C)C)C)C)C)C dimethyl-pentamethylcyclopentadienyl(1-pentyl-5,6-dimethylindenyl)hafnium